CN1C2=C(OC[C@@H](C1=O)NC(=O)C1=NC=CC(=C1)OC1=CC=CC=C1)C=CC(=C2)C#CC2=NC(=CC=C2)C (S)-N-(5-methyl-7-((6-methylpyridin-2-yl)ethynyl)-4-oxo-2,3,4,5-tetrahydrobenzo[b][1,4]oxazepin-3-yl)-4-phenoxypyridineamide